methyl 8-fluoro-2-methyl-imidazo[1,2-a]pyridine-6-carboxylate FC=1C=2N(C=C(C1)C(=O)OC)C=C(N2)C